benzyl (2-(3-formyl-1,1-dioxidothiomorpholino)-2-oxoethyl)carbamate C(=O)C1CS(CCN1C(CNC(OCC1=CC=CC=C1)=O)=O)(=O)=O